ClC=1C=C2C=C(NC2=C(C1OC)F)CN (5-chloro-7-fluoro-6-methoxy-1H-indol-2-yl)methanamine